N-(2-Chloro-3-{(4S)-2-imino-4-methyl-1-[(2R*,4R*)-2-methyl-tetrahydropyran-4-yl]-6-oxo-hexahydropyrimidin-4-yl}phenyl)-5-(trifluoromethyl)pyridine-2-carboxamide hydrochloride Cl.ClC1=C(C=CC=C1[C@]1(NC(N(C(C1)=O)[C@H]1C[C@H](OCC1)C)=N)C)NC(=O)C1=NC=C(C=C1)C(F)(F)F |o1:15,17|